(1S,2S)-2-fluoro-N-(6-(6-fluoro-7-(prop-1-en-2-yl)-5-(trifluoromethyl)-1H-indazol-4-yl)imidazo[1,2-a]pyrazin-2-yl)cyclopropane-1-carboxamide F[C@@H]1[C@@H](C1)C(=O)NC=1N=C2N(C=C(N=C2)C2=C3C=NNC3=C(C(=C2C(F)(F)F)F)C(=C)C)C1